BrC=1C=C(C(=C2C=CC=NC12)CBr)F 8-bromo-5-(bromomethyl)-6-fluoroquinoline